C(C1=CC=CC=C1)OC(=O)N[C@@H](C(=O)O)C1CCN(CC1)C(=O)OC(C)(C)C (R)-2-(((benzyloxy)carbonyl)amino)-2-(1-(tert-butoxycarbonyl)piperidin-4-yl)acetic acid